C(C)(C)(C)OC(=O)N1C2(C(N(C2=O)OCC2=CC=CC=C2)CN[C@H](C(=O)N)[C@@H](C)O)CCC1 ((((2S,3R)-1-amino-3-hydroxy-1-oxobutan-2-yl)amino)methyl)-2-(benzyloxy)-1-oxo-2,5-diazaspiro[3.4]octane-5-carboxylic acid tert-butyl ester